trans-1-(4-(2-((6-(4-(3,4-dihydroisoquinolin-2(1H)-yl)-3-hydroxypiperidine-1-carbonyl)pyrimidin-4-yl)amino)ethyl)piperidin-1-yl)ethanone C1N(CCC2=CC=CC=C12)[C@H]1[C@@H](CN(CC1)C(=O)C1=CC(=NC=N1)NCCC1CCN(CC1)C(C)=O)O